tert-butyl (1R,5S,6r)-6-propionyl-3-azabicyclo[3.1.0]hexane-3-carboxylate C(CC)(=O)C1[C@H]2CN(C[C@@H]12)C(=O)OC(C)(C)C